4-(4-(trifluoromethyl)-1H-pyrrolo[2,3-c]pyridin-7-yl)piperazine-1-carboxylic acid tert-butyl ester C(C)(C)(C)OC(=O)N1CCN(CC1)C=1N=CC(=C2C1NC=C2)C(F)(F)F